Hydroxymethylpiperazine OCN1CCNCC1